C(C=C)C(CC=C)(N)[C@@]1(OC2=C(C1)C(=C(C(=C2)F)Cl)Br)C2=CC=CC=C2 allyl-1-((S)-4-bromo-5-chloro-6-fluoro-2-phenyl-2,3-dihydrobenzofuran-2-yl)but-3-en-1-amine